CS(=O)(=O)O.ON1C(C(=CC1=O)C1=CC=CC=C1)=O N-hydroxy-2-phenylmaleimide methanesulfonate